C1N(CC12CNC2)C=2C=CC=1N=CN=C(C1N2)NC2=C(C(=C(C=C2)Cl)Cl)F 6-(2,6-diazaspiro[3.3]heptan-2-yl)-N-(3,4-dichloro-2-fluoro-phenyl)pyrido[3,2-d]pyrimidin-4-amine